COC(=O)C=1C=2N(C=CC1C=1C=NN(C1C)CC13CC4CC(CC(C1)C4)C3)C(=CN2)C=2C=NC(=C(C2)C(F)(F)F)NC=2SC3=C(N2)C=CC=C3 7-(1-(adamantan-1-ylmethyl)-5-methyl-1H-pyrazol-4-yl)-3-(6-(benzo[d]thiazol-2-ylamino)-5-(trifluoromethyl)pyridin-3-yl)imidazo[1,2-a]pyridine-8-carboxylic acid methyl ester